NC(CC(C)(CC(C)N)CC(C)N)C 1,1,1-tris(2'-aminopropyl)ethane